1-(2-benzyloxy-4-methylsulfonyl-phenyl)-N-[(3R)-1-ethyl-3-piperidyl]pyrido[3,4-d]pyridazin-4-amine C(C1=CC=CC=C1)OC1=C(C=CC(=C1)S(=O)(=O)C)C1=C2C(=C(N=N1)N[C@H]1CN(CCC1)CC)C=NC=C2